FC1(CCN(CCC1)C1=C(C(=O)NC2=CC(=C(C=C2)F)S(=O)(=N)C)C(=C(C=N1)C=1C=NN(C1)C)C)F 2-(4,4-difluoroazepan-1-yl)-N-(4-fluoro-3-(S-methylsulfonimidoyl)phenyl)-4-methyl-5-(1-methyl-1H-pyrazol-4-yl)nicotinamide